CC(C)(C)[S@@](=O)N[C@@H](C)C1=NC(=CC2=C1CNC2=O)N2[C@@H](CCC2)C (R)-2-methyl-N-[(1S)-1-{6-[(2R)-2-methylpyrrolidin-1-yl]-1-oxo-2,3-dihydro-1H-pyrrolo[3,4-c]pyridin-4-yl}ethyl]propane-2-sulfinamide